benzyl 1-(2-nitro-benzenesulfonylamino)-cyclopropanecarboxylate [N+](=O)([O-])C1=C(C=CC=C1)S(=O)(=O)NC1(CC1)C(=O)OCC1=CC=CC=C1